(S)-[4-fluoro-5-(tetrahydropyran-3-yl)-1H-benzimidazol-2-yl](4-methylcyclohexyl)-methylamine FC1=C(C=CC=2NC(=NC21)N(C)C2CCC(CC2)C)[C@H]2COCCC2